(S)- and (R)-2-((4-cyanophenethyl)amino)-N-(5-(4,4-dimethylpiperidin-1-yl)pyridin-2-yl)-2-phenyl-acetamide C(#N)C1=CC=C(CCN[C@H](C(=O)NC2=NC=C(C=C2)N2CCC(CC2)(C)C)C2=CC=CC=C2)C=C1 |r|